(1-methyl-2-((1-((tetrahydro-2H-pyran-3-yl-(methyl)-5-(trifluoromethyl)-1H-pyrazol-3-yl)amino)-1H-benzo[d]imidazol-6-yl)oxy)pyridin-2-yl)acetamide CN1C(C=CC=C1)(OC=1C=CC2=C(N(C=N2)NC2=NN(C(=C2C2COCCC2)C(F)(F)F)C)C1)CC(=O)N